N-(2-isopropenylphenyl)acetamide C(=C)(C)C1=C(C=CC=C1)NC(C)=O